3-{[1-(Acetyloxy)-4-methylpent-2-yl]carbamoyl}-3-aminopropionic acid C(C)(=O)OCC(CC(C)C)NC(=O)C(CC(=O)O)N